1-allyl-N-(2-((3-chloro-2-((4-methoxybenzyl)amino)pyridin-4-yl)oxy)pyrimidin-5-yl)-5-(4-fluorophenyl)-4-oxo-1,4-dihydropyridazine-3-carboxamide C(C=C)N1N=C(C(C(=C1)C1=CC=C(C=C1)F)=O)C(=O)NC=1C=NC(=NC1)OC1=C(C(=NC=C1)NCC1=CC=C(C=C1)OC)Cl